2-amino-4-(benzyloxy)-2-methylbutyronitrile NC(C#N)(CCOCC1=CC=CC=C1)C